FC1=C(C(=CC=C1)F)C1=CC(=C(N=N1)C(=O)OC)NC=1C=C2CN(C(C2=CC1)=O)C Methyl 6-(2,6-difluorophenyl)-4-((2-methyl-1-oxoisoindol-5-yl)amino)pyridazine-3-carboxylate